C(C)(C)(C)OC(=O)N1CCN(CC1)C1=CC=C(C=N1)OB(O)O (6-(4-(tert-butoxycarbonyl)piperazin-1-yl)pyridin-3-yl)boric acid